OCC(CC=1N=CNC(C1O)=O)N1C(N2C(C1)=CC(=C2)C2=CC=C(C=C2)CCN2CCOCC2)=O 2-(1-hydroxy-3-(5-hydroxy-6-oxo-1,6-dihydropyrimidin-4-yl)propan-2-yl)-6-(4-(2-morpholinoethyl)phenyl)-1,2-dihydro-3H-pyrrolo[1,2-c]imidazol-3-one